(3S)-3-[2-(6-amino-2-fluoro-3-pyridinyl)-4-fluoro-1H-imidazol-5-yl]-7-[5-chloro-2-(1H-tetrazol-1-yl)phenyl]-2,3-dihydro-5(1H)-indolizinone dihydrate O.O.NC1=CC=C(C(=N1)F)C=1NC(=C(N1)F)[C@@H]1CCC2=CC(=CC(N12)=O)C1=C(C=CC(=C1)Cl)N1N=NN=C1